C(#N)[C@H]1N([C@H]2C[C@H]2C1)C(CNC(=O)C1=CC=NC2=CC(=CC=C12)C(C)OC)=O N-(2-((1S,3S,5S)-3-Cyano-2-azabicyclo[3.1.0]hexan-2-yl)-2-oxoethyl)-7-(1-methoxyethyl)quinoline-4-carboxamide